(3S,5R,10S,13R,14R,17R)-17-((1S)-1-(3-formyloxirane-2-yl)ethyl)-4,4,10,13,14-pentamethyl-2,3,4,5,6,7,10,11,12,13,14,15,16,17-tetradecahydro-1H-cyclopenta[a]phenanthrene-3-yl acetate C(C)(=O)O[C@H]1CC[C@@]2(C=3CC[C@@]4([C@H](CC[C@]4(C3CC[C@H]2C1(C)C)C)[C@H](C)C1OC1C=O)C)C